F[C@H]1[C@@H]2COC[C@H](CC1=O)N2C(=O)OCCCC butyl (1S,5S,6S)-6-fluoro-7-oxo-3-oxa-9-azabicyclo[3.3.1]nonane-9-carboxylate